NC=1C=C2CN(C(N(C2=CC1)C(C)C1=CC(=CC=C1)C(F)(F)F)=O)C 6-amino-3-methyl-1-(1-(3-(trifluoromethyl)phenyl)ethyl)-3,4-dihydroquinazolin-2(1H)-one